C(C)(C)(C)OC(=O)N1C(=CC2=C(C=C(C=C12)NS(=O)(=O)C)NC1=CC(=C(C=C1)F)Cl)C(=O)O 1-tert-Butoxycarbonyl-4-((3-chloro-4-fluorophenyl)amino)-6-methanesulfonamido-1H-indole-2-carboxylic acid